1-dodecadienyl acetate C(C)(=O)OC=CC=CCCCCCCCC